ClC=1C=C(CNC2=NC(=NC3=CC=C(C=C23)C=2C=CC(=NC2)O)N2CCN(CC2)CCN(C)C)C=CC1 5-(4-((3-chlorobenzyl)amino)-2-(4-(2-(dimethylamino)ethyl)piperazin-1-yl)quinazolin-6-yl)pyridin-2-ol